2-((2-ethyl-5-(6-(3-hydroxyazetidine-1-carbonyl)-2,6-diazaspiro[3.3]heptan-2-yl)-7-methylpyrazolo[1,5-a]pyridin-3-yl)(methyl)amino)-4-(4-fluorophenyl)thiazole-5-carbonitrile C(C)C1=NN2C(C=C(C=C2C)N2CC3(C2)CN(C3)C(=O)N3CC(C3)O)=C1N(C=1SC(=C(N1)C1=CC=C(C=C1)F)C#N)C